2-(4-bromophenyl)-(1,1-diphenyl) ethylene tert-butyl 2-[2-[2-[2-(2-piperazin-1-ylethoxy)ethoxy]ethoxy]ethoxy]acetate N1(CCNCC1)CCOCCOCCOCCOCC(=O)OC(C)(C)C.BrC1=CC=C(C=C1)C=C(C1=CC=CC=C1)C1=CC=CC=C1